9,9-bis(3-phenyl-4-hydroxyphenyl)fluorene C1(=CC=CC=C1)C=1C=C(C=CC1O)C1(C2=CC=CC=C2C=2C=CC=CC12)C1=CC(=C(C=C1)O)C1=CC=CC=C1